CC(CCCCCCCCCCCC)CCCCCCCCCCCCCCCCC 13-Methyltriacontane